Methyl (S)-2-(3-hydroxy-2-(1-phenyl-1H-pyrazole-4-carboxamido)propanamido)acrylate OC[C@@H](C(=O)NC(C(=O)OC)=C)NC(=O)C=1C=NN(C1)C1=CC=CC=C1